FC1(C(CNC1)NC1=NC(=CC=C1)C1=CN=C2N1C=CC(=C2)OC)F N-(4,4-difluoropyrrolidin-3-yl)-6-(7-methoxyimidazo[1,2-a]pyridin-3-yl)pyridin-2-amine